[Pd](Cl)Cl.C(C)(C)(C)P(C1=CC=C(C=C1)N(C)C)C(C)(C)C bis-tert-butyl-(4-dimethylaminophenyl)phosphine palladium (II) dichloride